CC1=C2C(C(=CN(C2=NC(=C1)N1CC(C1)N1CCOCC1)C=1SC=CN1)C(=O)O)=O 5-methyl-7-[3-(morpholin-4-yl)azetidin-1-yl]-4-oxo-1-(1,3-thiazol-2-yl)-1,4-dihydro-1,8-naphthyridine-3-carboxylic acid